1-(1-methyl-1H-tetrazol-5-yl)-2-(methylthio)-1H-benzo[d]Imidazole CN1N=NN=C1N1C(=NC2=C1C=CC=C2)SC